(2-methyl-3-oxo-2,3-dihydro-[1,2,4]triazolo[4,3-a]pyridin-7-yl)boronic acid CN1N=C2N(C=CC(=C2)B(O)O)C1=O